O=C1N([C@]2(CCN(C2)C(CC)=O)C(N(C1)C1=C(C=C(C#N)C=C1)F)=O)CC1=CC=C(C=C1)C(F)(F)F (S)-4-(7,10-dioxo-2-propionyl-6-(4-(trifluoromethyl)benzyl)-2,6,9-triazaspiro[4.5]decan-9-yl)-3-fluorobenzonitrile